ClC1=C(C(=C(C=C1OC)OC)Cl)C1=CC2=C(N=C(N=C2)N[C@@H]2COCC[C@@H]2NC(C=C)=O)C(=N1)N1CC(C1)(F)F N-((3S,4S)-3-((6-(2,6-dichloro-3,5-di-methoxyphenyl)-8-(3,3-difluoro-azetidin-1-yl)pyrido[3,4-d]pyrimidin-2-yl)amino)tetrahydro-2H-pyran-4-yl)acrylamide